3-hydroxymethyl-benzene-1-carboxaldehyde OCC=1C=C(C=CC1)C=O